C(C)(C)(C)C1=CC(=C(C=C1)C=1N([C@@H]([C@@H](N1)C1=CC=C(C=C1)Cl)C1=CC=C(C=C1)Cl)C(=O)N1CCNCC1)OCC ((4S,5R)-2-(4-(tert-butyl)-2-ethoxyphenyl)-4,5-bis(4-chlorophenyl)-4,5-dihydro-1H-imidazol-1-yl)(piperazin-1-yl)methanone